5-[4-[3-(piperidine-1-carbonyl)pyrazolo[1,5-a]pyridin-7-yl]phenyl]pyrimidine-2-carboxamide N1(CCCCC1)C(=O)C=1C=NN2C1C=CC=C2C2=CC=C(C=C2)C=2C=NC(=NC2)C(=O)N